C(C=C)(=O)N1C[C@@H](N(CC1)C=1C2=C(N(CN1)C1=C(C=C(C=C1C)CO)C(C)C)N=C(C(=C2)Cl)C2=C(C=CC=C2)F)C (S)-4-(4-acryloyl-2-methylpiperazin-1-yl)-6-chloro-7-(2-fluorophenyl)-1-(4-(hydroxymethyl)-2-isopropyl-6-methylphenyl)pyrido[2,3-d]pyrimidin